C(C)(C)(C)S(=O)(=O)C=1C(=CC=2N(C1)C=CN2)OCC(C)(O)C 1-((6-(tert-butylsulfonyl)imidazo[1,2-a]pyridin-7-yl)oxy)-2-methylpropan-2-ol